tin selenide telluride [Sn](=[Se])=[Te]